IC1=CC=C(N=N1)OC1C[C@H]2CC[C@@H](C1)N2C(=O)OC(C)(C)C tert-butyl (1R,3s,5S)-3-((6-iodopyridazin-3-yl) oxy)-8-azabicyclo[3.2.1]octane-8-carboxylate